aminosilaneamine N[SiH2]N